M-bis(trifluoromethyl)aniline sec-heptyl-nitrate C(C)(CCCCC)O[N+](=O)[O-].FC(C1(N)CC(=CC=C1)C(F)(F)F)(F)F